6-chloro-1-(2,6-dimethoxyphenyl)-2-propoxy-1H-imidazo[4,5-b]pyrazine ClC1=CN=C2C(=N1)N(C(=N2)OCCC)C2=C(C=CC=C2OC)OC